4-METHOXY-3-([METHYL(PIPERIDIN-4-YL)AMINO]METHYL)BENZALDEHYDE COC1=C(C=C(C=O)C=C1)CN(C1CCNCC1)C